S(=O)(=O)(C1=CC=C(C)C=C1)OCC1OC2(CCC1CC2)C(=O)O ((tosyloxy)methyl)-2-oxabicyclo[2.2.2]octane-1-carboxylic acid